(4-Methylthiazol-5-yl)methyl methanesulfonate CS(=O)(=O)OCC1=C(N=CS1)C